[C@H]12CCC#CCC[C@@H]2C1CO (1r,8s,9s)-bicyclo[6.1.0]nona-4-yn-9-ylmethanol